OCC(CO)OC(CCCCCCCCCCCCCCCCC)=O Octadecanoic acid 1,3-dihydroxypropan-2-yl ester